NC1=CC(=C2NC(CC=CCC[C@](C3=NN=C(C1=N2)O3)(O)C(F)(F)F)C3=NC=CC=C3)C(F)(F)F (6R)-17-amino-12-(2-pyridinyl)-6,15-bis(trifluoromethyl)-19-oxa-3,4,13,18-tetraazatricyclo[12.3.1.12,5]nonadeca-1(18),2,4,9,14,16-hexa-en-6-ol